COC(=O)C=1N2C(C3=C(C=CC=C3C1OCC1=CC=CC=C1)C(F)(F)F)=NC(=N2)N.FC(CC[SiH]2N([SiH2]N[SiH2]N2)C)(F)F trifluoropropyl-methyl-cyclotrisilazane Methyl-2-amino-6-(benzyloxy)-10-(trifluoromethyl)-[1,2,4]triazolo[5,1-a]isoquinoline-5-carboxylate